BrC=1C(=NN2C1C(NCC2CCOC)=O)C2=CC=NC=C2 3-bromo-7-(2-methoxyethyl)-2-(pyridin-4-yl)-5H,6H,7H-pyrazolo[1,5-a]pyrazin-4-one